(2'S,4S,6'S)-2'-methyl-6'-(1-methyltriazol-4-yl)-2-(trifluoromethyl)spiro[6,7-dihydrothieno[3,2-c]pyran-4,4'-piperidine] C[C@@H]1N[C@@H](C[C@]2(C1)OCCC1=C2C=C(S1)C(F)(F)F)C=1N=NN(C1)C